C(C)(C)(C)OC(CN1[C@H](CN(C[C@H]1C)CCOCC1=CC=CC=C1)C)=O 2-((2S,6r)-4-(2-(benzyloxy)ethyl)-2,6-dimethylpiperazin-1-yl)acetic acid tert-butyl ester